2-chloro-6-(hydroxymethyl)isonicotinamide ClC=1C=C(C(=O)N)C=C(N1)CO